O=C1NC(CCC1N1C(C2=CC=CC(=C2C1=O)NCCOC(C(=O)O)C)=O)=O 2-(2-((2-(2,6-dioxopiperidin-3-yl)-1,3-dioxoisoindolin-4-yl)amino)ethoxy)propionic acid